N-[5-(3-fluorophenyl)-2-methyl-[1,2,4]triazolo[1,5-c]pyrimidin-7-yl]acetamide FC=1C=C(C=CC1)C1=NC(=CC=2N1N=C(N2)C)NC(C)=O